1,3-dihydroisobenzofuran-5-carbonitrile C1OCC2=CC(=CC=C12)C#N